BrC1=CC=CC=2C=3N(C(=NC12)N[C@@H]1C(NCCN(C1)C(=O)OCC1=CC=CC=C1)=O)N=C(N3)C=3C=NN(C3)C3CC3 benzyl (6S)-6-{[7-bromo-2-(1-cyclopropyl-1H-pyrazol-4-yl)[1,2,4]triazolo[1,5-c]quinazolin-5-yl] amino}-5-oxo-1,4-diazepane-1-carboxylate